FC(C)(C)C1=NC(=NO1)C12CCC(CC1)(CC2)CN(C(OC(C)(C)C#N)=O)C=2C=C(C=CC2)C2=CC=C(C=C2)C(C)(C)O 2-cyanopropan-2-yl ((4-(5-(2-fluoropropan-2-yl)-1,2,4-oxadiazol-3-yl)bicyclo[2.2.2]octan-1-yl)methyl)(4'-(2-hydroxypropan-2-yl)-[1,1'-biphenyl]-3-yl)carbamate